FC(CO)(F)C=1C=C(C=CC1)[C@H](C)N[S@](=O)C(C)(C)C (R)-N-((S)-1-(3-(1,1-difluoro-2-hydroxyethyl)phenyl)ethyl)-2-methylpropane-2-sulfinamide